CC(CN)(CC(CCN)C)C 2,2,4-Trimethyl-1,6-hexandiamin